N-(1-(3-hydroxy-3-methylbutyl)-6-(thiophene-3-yl)-1H-indazol-5-yl)-2-(pyridin-4-yl)thiazole-4-carboxamide OC(CCN1N=CC2=CC(=C(C=C12)C1=CSC=C1)NC(=O)C=1N=C(SC1)C1=CC=NC=C1)(C)C